2-(2,6-dioxopiperidin-3-yl)-4-((2-(2-(2-(2-iodoethoxy)ethoxy)ethoxy)ethyl)amino)isoindoline-1,3-dione O=C1NC(CCC1N1C(C2=CC=CC(=C2C1=O)NCCOCCOCCOCCI)=O)=O